BrC=1N=C(N(C1)C)OC 4-bromo-2-methoxy-1-methyl-1H-imidazole